(5-fluoro-4-fluoro-2-methoxyphenyl)boronic acid FC=1C(=CC(=C(C1)B(O)O)OC)F